(E)-N'-(6-chloro-2-cyanopyridin-3-yl)-N,N-dimethylmethanimidamide ClC1=CC=C(C(=N1)C#N)/N=C/N(C)C